The molecule is an octadecenoyl-CoA(4-) obtained by deprotonation of the phosphate and diphosphate OH groups of (11E)-octadecenoyl-CoA. It is an (11E)-Delta(11)-fatty acyl-CoA(4-) and an octadecenoyl-CoA(4-). It is a conjugate base of an (11E)-octadecenoyl-CoA. CCCCCC/C=C/CCCCCCCCCC(=O)SCCNC(=O)CCNC(=O)[C@@H](C(C)(C)COP(=O)([O-])OP(=O)([O-])OC[C@@H]1[C@H]([C@H]([C@@H](O1)N2C=NC3=C(N=CN=C32)N)O)OP(=O)([O-])[O-])O